(S)-tert-butyl 2-((4-(3-(2,6-dimethylpyridin-4-yl)phenyl)thiazol-2-yl)carbamoyl)azetidine-1-carboxylate CC1=NC(=CC(=C1)C=1C=C(C=CC1)C=1N=C(SC1)NC(=O)[C@H]1N(CC1)C(=O)OC(C)(C)C)C